(E)-2-(6-(2-(5-cyclopropyl-3-(3,5-dichloropyridin-4-yl)isoxazol-4-yl)vinyl)-3-azabicyclo[3.1.0]hex-3-yl)-7-methoxythiazolo[5,4-b]pyridine-5-carboxylic acid C1(CC1)C1=C(C(=NO1)C1=C(C=NC=C1Cl)Cl)/C=C/C1C2CN(CC12)C=1SC2=NC(=CC(=C2N1)OC)C(=O)O